2-[1-(4,4-difluorocyclohexyl)piperidin-4-yl]-3-oxo-2,3-dihydro-1H-isoindole-4-carboxamide FC1(CCC(CC1)N1CCC(CC1)N1CC=2C=CC=C(C2C1=O)C(=O)N)F